(7-{3-[(dimethylamino)methyl]-5,6,7,8-tetrahydro-4H-1,3a,6-triazaazulen-6-yl}-2-aza-2-spiro[3.5]nonyl)(3-hydroxy-4-tolyl)methanone CN(C)CC1=CN=C2CCN(CCN12)C1CCC2(CN(C2)C(=O)C2=C(C=C(C=C2)C)O)CC1